ClC=1SC=C(N1)C1=CC=C(C=C1)C(F)(F)F 2-chloro-4-(4-(trifluoromethyl)phenyl)thiazole